(Z)-2-(non-3-en-1-yl)hexadecan-1-ol C(C\C=C/CCCCC)C(CO)CCCCCCCCCCCCCC